(S)-7-((5-Aminopyridin-2-yl)amino)-5-((4-(3-aminopyrrolidin-1-yl)-3-((methylsulfonyl)methyl)phenyl)amino)pyrazolo[1,5-a]pyrimidin-3-carbonitril NC=1C=CC(=NC1)NC1=CC(=NC=2N1N=CC2C#N)NC2=CC(=C(C=C2)N2C[C@H](CC2)N)CS(=O)(=O)C